2-{4-amino-4-[4-(2-ethoxypyridin-3-yl)phenyl]Piperidin-1-yl}-5-(trifluoromethyl)benzonitrile NC1(CCN(CC1)C1=C(C#N)C=C(C=C1)C(F)(F)F)C1=CC=C(C=C1)C=1C(=NC=CC1)OCC